(2-(3-methoxy-4,5-dimethylphenylamino)-5-methylpyrimidin-4-ylamino)benzo[d]oxazol-2(3H)-one COC=1C=C(C=C(C1C)C)NC1=NC=C(C(=N1)NN1C(OC2=C1C=CC=C2)=O)C